NC1=CC=C(C=C1)S(=O)(=O)NC=1OC=CN1 4-amino-N-(oxazol-2-yl)benzenesulfonamide